C(CCCCCCCCCCCCC)OS(=O)(=O)C1=CC=CC=C1.[Na] Sodium tetradecylbenzenesulfonate